4-(4-methoxybenzyl)benzonitrile COC1=CC=C(CC2=CC=C(C#N)C=C2)C=C1